BrC1=CC(=CC(=C1)[N+](=O)[O-])CBr bromo-3-(bromomethyl)-5-nitrobenzene